1-[2-(3-chloro-5-methyl-pyrazol-1-yl)-6-[6-fluoro-5-[(6-methylpyridazin-3-yl)amino]benzimidazol-1-yl]-3-pyridyl]ethanol ClC1=NN(C(=C1)C)C1=NC(=CC=C1C(C)O)N1C=NC2=C1C=C(C(=C2)NC=2N=NC(=CC2)C)F